BrCCCSC=1C(=C(C#N)C=CC1)C1=CC=NN1 ((3-bromopropyl)thio)-2-(1H-pyrazol-5-yl)benzonitrile